SCC(O)CO thioGlycerol